CN1C(N(C2=C1C(=CC=C2)CCCN2C[C@@H](OCC2)CCNC)C2C(NC(CC2)=O)=O)=O 3-[3-Methyl-4-[3-[(2S)-2-[2-(methylamino)ethyl]morpholin-4-yl]propyl]-2-oxo-benzimidazol-1-yl]piperidine-2,6-dione